((S)-1-(((2R,3S,4R,5R)-5-(6-chloro-4-(cyclopentylamino)-1H-pyrazolo[3,4-d]pyrimidin-1-yl)-3,4-dihydroxytetrahydrofuran-2-yl)methoxy)-2-hydroxyethyl)-phosphonic acid ClC1=NC(=C2C(=N1)N(N=C2)[C@H]2[C@@H]([C@@H]([C@H](O2)CO[C@H](CO)P(O)(O)=O)O)O)NC2CCCC2